N1-(3-chloropropyl)-5-methoxy-N1-methyl-N4-(4-(1-methyl-1H-indol-3-yl)pyrimidin-2-yl)-2-nitrobenzene-1,4-diamine ClCCCN(C1=C(C=C(C(=C1)OC)NC1=NC=CC(=N1)C1=CN(C2=CC=CC=C12)C)[N+](=O)[O-])C